ClC=1C=C2C(=C(C(NC2=CC1)=O)C(\C=C\C1=CC=C(C=C1)OC)=O)C1CC1 (E)-6-chloro-4-cyclopropyl-3-(3-(4-methoxyphenyl)acryloyl)quinolin-2(1H)-one